((2R,3S,5R)-3-(1-adamantylmethoxycarbonyloxy)-5-(6-amino-2-fluoro-9H-purin-9-yl)-2-ethynyl-tetrahydrofuran-2-yl)methyl 1-adamantylmethyl carbonate C(OC[C@]1(O[C@H](C[C@@H]1OC(=O)OCC12CC3CC(CC(C1)C3)C2)N2C3=NC(=NC(=C3N=C2)N)F)C#C)(OCC23CC1CC(CC(C2)C1)C3)=O